BrCC(=O)C1=C(C(=NC=C1)COC)F 2-bromo-1-(3-fluoro-2-(methoxymethyl)pyridin-4-yl)ethan-1-one